C(C)(C)(C)OC(=O)N1[C@@H](CNCC1)C (R)-2-methylpiperazine-1-Carboxylic acid tert-butyl ester